C[C@H]1C/C=C/C2[C@@H](C(=C)[C@H]([C@@H]3[C@@]2([C@@H](/C=C/[C@@](C1=O)(C)O)OC(=O)C)C(=O)N[C@H]3CC4=CC=CC=C4)C)O The molecule is an organic heterotricyclic compound that is a mycotoxin produced by Helminthosporium and other moulds which is cell permeable and a potent inhibitor of actin polymerisation and DNA synthesis. It has a role as a DNA synthesis inhibitor, a mycotoxin, an actin polymerisation inhibitor and an antineoplastic agent. It is a cytochalasin, an organic heterotricyclic compound, an alkaloid, a gamma-lactam, a tertiary alcohol, a secondary alcohol, a cyclic ketone, an acetate ester and a tertiary alpha-hydroxy ketone.